bis(1,2,2,6,6-pentamethyl-4-piperidyl)ditridecyl-butane tetraformate C(=O)O.C(=O)O.C(=O)O.C(=O)O.CN1C(CC(CC1(C)C)C(C(C)(CCCCCCCCCCCCC)C1CC(N(C(C1)(C)C)C)(C)C)(C)CCCCCCCCCCCCC)(C)C